1-(3-((1-(cyclopentylmethyl)-6-((5-methylthiazol-2-yl)amino)-1H-pyrrolo[3,2-c]pyridin-4-yl)oxy)pyrrolidin-1-yl)prop-2-en-1-one C1(CCCC1)CN1C=CC=2C(=NC(=CC21)NC=2SC(=CN2)C)OC2CN(CC2)C(C=C)=O